tert-butyl (trans-3-((5-chloro-4-(5,5-dimethyl-5,6-dihydro-4H-pyrrolo[1,2-b]pyrazol-3-yl)pyridin-2-yl)carbamoyl)cyclohexyl)carbamate ClC=1C(=CC(=NC1)NC(=O)[C@@H]1C[C@H](CCC1)NC(OC(C)(C)C)=O)C1=C2N(N=C1)CC(C2)(C)C